(3-(5-(2-amino-[1,2,4]triazolo[1,5-a]pyridin-7-yl)-2-methoxynicotinamido)cyclohexyl)carbamic acid tert-butyl ester C(C)(C)(C)OC(NC1CC(CCC1)NC(C1=C(N=CC(=C1)C1=CC=2N(C=C1)N=C(N2)N)OC)=O)=O